(E)-N-((1,2,3,5,6,7-hexahydro-s-indacen-4-yl)carbamoyl)-4-(hydroxyimino)-4,5,6,7-tetrahydrobenzofuran-2-sulfonamide C1CCC2=C(C=3CCCC3C=C12)NC(=O)NS(=O)(=O)C=1OC2=C(C1)/C(/CCC2)=N/O